Bromospiro[fluorene-9,9'-xanthene] BrC1=CC=CC=2OC3=CC=CC=C3C3(C12)C1=CC=CC=C1C=1C=CC=CC13